CN1NC(=C2C1=[N+](N=N2)[O-])[N+](=O)[O-] 4-methyl-6-nitropyrazolo[3,4-d][1,2,3]triazole-3-oxide